C(C)OC(C)=O.C(C)(C)O[Al]OC(C)C diisopropoxyaluminum ethylacetate